2-[2-oxo-2-(2,2,4-trimethylquinolin-1-yl)ethyl]isoindole-1,3-dione O=C(CN1C(C2=CC=CC=C2C1=O)=O)N1C(C=C(C2=CC=CC=C12)C)(C)C